N-(4'-((2-(1,1-difluoroethyl)-6-ethylpyrimidin-4-yl)amino)-5-(methylamino)-[2,3'-bipyridyl]-6'-yl)acetamide FC(C)(F)C1=NC(=CC(=N1)NC1=C(C=NC(=C1)NC(C)=O)C1=NC=C(C=C1)NC)CC